C(C)(C)(C)OC(=O)N1C[C@H](CC1)N1N=C(C=2C1=NC=NC2N)C#CC2=CC1=C(NC(=N1)C)C=C2 (S)-3-(4-amino-3-((2-methyl-1H-benzo[d]imidazol-5-yl)ethynyl)-1H-pyrazolo[3,4-d]pyrimidin-1-yl)pyrrolidine-1-carboxylic acid tert-butyl ester